OC1=CC=C(C=C1)C(CCC)C1=CC=C(C=C1)O 1,1-Bis(4-hydroxyphenyl)butane